octyloxydioxyethylene phosphate sodium salt [Na+].P(=O)(OCCOOOCCCCCCCC)([O-])[O-].[Na+]